4-(4-((1R,5S)-3,8-Diazabicyclo[3.2.1]octan-3-yl)-2-(((S)-1-methylpyrrolidin-2-yl)methoxy)pyrido[4,3-d]pyrimidin-7-yl)naphthalen-2-ol tris-hydrochloride salt Cl.Cl.Cl.[C@H]12CN(C[C@H](CC1)N2)C=2C1=C(N=C(N2)OC[C@H]2N(CCC2)C)C=C(N=C1)C1=CC(=CC2=CC=CC=C12)O